ClC=1C=C(C=CC1Cl)C(C(=O)N)SC=1SC=C(N1)C1=CC=NC=C1 (3,4-dichlorophenyl)-2-[[4-(4-pyridyl)-2-thiazolyl]thio]acetamide